(R)-5-(3-(methylamino)pyrrolidin-1-yl)pyrazine-2-carboxylic acid lithium [Li].CN[C@H]1CN(CC1)C=1N=CC(=NC1)C(=O)O